3-[(2-chlorobenzyl)oxy]-N-{2-fluoro-3-[6-oxo-4-(trifluoromethyl)-1,6-dihydropyrimidin-2-yl]-4-(trifluoromethyl)benzyl}cyclobutane-1-carboxamide ClC1=C(COC2CC(C2)C(=O)NCC2=C(C(=C(C=C2)C(F)(F)F)C=2NC(C=C(N2)C(F)(F)F)=O)F)C=CC=C1